(R)-tert-butyl 2-(((1-methyl-5-(2-((2-methyl-6-(methylcarbamoyl)pyrimidin-4-yl)amino)pyrazolo[1,5-a]pyridin-5-yl)-1H-pyrazol-4-yl)oxy)methyl)azetidine-1-carboxylate CN1N=CC(=C1C1=CC=2N(C=C1)N=C(C2)NC2=NC(=NC(=C2)C(NC)=O)C)OC[C@@H]2N(CC2)C(=O)OC(C)(C)C